C(C(C)(C)C)(=O)C1C(C2=CC=CC=C2C1=O)=O 2-PIVALYL-1,3-INDANDIONE